NC=1C=C(C(=NC1N)C)C=1C=C(CC2=NNC(C3=CC=CC=C23)=O)C=CC1F 4-(3-(5,6-diamino-2-methylpyridin-3-yl)-4-fluorobenzyl)phthalazin-1(2H)-one